CN1CC=2N(C=3C=CC=C(C13)N)C(=NN2)C(F)(F)F 5-methyl-1-(trifluoromethyl)-4,5-dihydro-[1,2,4]triazolo[4,3-a]quinoxalin-6-amine